N-[(6-Amino-2-pyridyl)sulfonyl]-2-(2-ethyl-2,4-dimethyl-pyrrolidin-1-yl)-6-(3-fluoro-5-isobutoxyphenyl)pyridin-3-carboxamid NC1=CC=CC(=N1)S(=O)(=O)NC(=O)C=1C(=NC(=CC1)C1=CC(=CC(=C1)OCC(C)C)F)N1C(CC(C1)C)(C)CC